5-ethylisoxazole-4-carboxylic acid C(C)C1=C(C=NO1)C(=O)O